FC1=CC=C(C=C1)[C@@]1(C[C@H](CC1)C1=CC=C(C=C1)C(=O)OC)C(=O)O cis-1-(4-fluorophenyl)-3-(4-(methoxycarbonyl)phenyl)cyclopentane-1-carboxylic acid